FC1=C(C=NC=C1)NC(C1=CC=CC=C1)C1=CC=CC=C1 N-(4-fluoropyridin-3-yl)-1,1-diphenylmethanamine